(Z)-5-(2-(1-ethoxy-1-oxoprop-2-ylidene)hydrazino)-7,8-dimethoxyquinoline-2,4-dicarboxylic acid dimethyl ester COC(=O)C1=NC2=C(C(=CC(=C2C(=C1)C(=O)OC)N\N=C(/C(=O)OCC)\C)OC)OC